4,4'-dinitro-[1,1'-biphenyl]-2,2'-dimethanol [N+](=O)([O-])C=1C=C(C(=CC1)C=1C(=CC(=CC1)[N+](=O)[O-])CO)CO